N-[(1R,2S)-2-phenylcyclopropyl]-3-[(6-phenylpyridazin-3-yl)amino]benzamide C1(=CC=CC=C1)[C@H]1[C@@H](C1)NC(C1=CC(=CC=C1)NC=1N=NC(=CC1)C1=CC=CC=C1)=O